Br\C(\C(=O)O)=C(\C=O)/Br (Z)-2,3-dibromo-4-oxo-but-2-enoic acid